(R)-4-((1-(3-(difluoromethyl)-2-fluorophenyl)ethyl)amino)-N-isopropyl-N,2-dimethyl-7-oxo-7,8-dihydropyrido[2,3-d]pyrimidine-6-carboxamide FC(C=1C(=C(C=CC1)[C@@H](C)NC=1C2=C(N=C(N1)C)NC(C(=C2)C(=O)N(C)C(C)C)=O)F)F